5-METHYL-2-(PERFLUOROPHENYL)PYRIDINE-4-BORONIC ACID CC=1C(=CC(=NC1)C1=C(C(=C(C(=C1F)F)F)F)F)B(O)O